BrC=1C(=NN(C1)C)O 4-bromo-1-methyl-1H-pyrazolol